zinc-iron-chromium [Cr].[Fe].[Zn]